3-(6-(2-aminoethoxy)pyridin-2-yl)-N-(2-((2-methylbenzofuran-5-yl)oxy)ethyl)propan-1-amine NCCOC1=CC=CC(=N1)CCCNCCOC=1C=CC2=C(C=C(O2)C)C1